ClC1=NC2=CN=C(C=C2C(=C1C#N)Cl)CC 2,4-dichloro-6-ethyl-1,7-naphthyridine-3-carbonitrile